FC1=CC=C(C=C1)CC#C 1-fluoro-4-(prop-2-ynyl)benzene